5-(trifluoromethyl)-1H-pyrazole-4-carboxylic acid hexyl ester C(CCCCC)OC(=O)C=1C=NNC1C(F)(F)F